IC=1N=CN(C1)COCC[Si](C)(C)C 2-[(4-iodoimidazol-1-yl)methoxy]ethyl-trimethyl-silane